tert-butyl 2-((5-(2-((6,6-dimethyl-2,4-dioxo-3-azabicyclo[3.1.0]hexan-3-yl)methyl)thieno[3,2-b]pyridin-7-yl)-3-(trifluoromethyl)-1H-pyrazol-1-yl)methyl)morpholine-4-carboxylate CC1(C2C(N(C(C12)=O)CC1=CC2=NC=CC(=C2S1)C1=CC(=NN1CC1CN(CCO1)C(=O)OC(C)(C)C)C(F)(F)F)=O)C